C1(=CC=CC=C1)S(=O)(=O)C1=CC(=C(C=C1)NC(=O)C=1N=CC2=CC=CC=C2C1)C N-[4-(benzenesulfonyl)-2-methylphenyl]Isoquinoline-3-carboxamide